ClC=1C(=NC=CC1C1=C(C(=CC=C1)NC1=C(C(=C(C=C1)F)C=O)F)Cl)C1=CC(=C(CN(C(OC(C)(C)C)=O)C[C@H]2NC(CC2)=O)C=C1)OC tert-butyl (S)-(4-(3-chloro-4-(2-chloro-3-((2,4-difluoro-3-formylphenyl)amino)phenyl)pyridin-2-yl)-2-methoxybenzyl)((5-oxopyrrolidin-2-yl)methyl)carbamate